C(C)(=O)C1CN(CCOC1)C(=O)OC(C)(C)C tert-butyl 6-acetyl-1,4-oxazepane-4-carboxylate